NC=1N=CC2=C(N1)N(C=C2C(=O)C=2C=C(C=NC2)NC(CC2=NC=C(C=C2)Cl)=O)C(CO)(C)C N-[5-[[2-Amino-7-(2-hydroxy-1,1-dimethylethyl)-7H-pyrrolo[2,3-d]pyrimidin-5-yl]carbonyl]-3-pyridinyl]-5-chloro-2-pyridineacetamide